ClC=1C=C2C(=CN1)NC=C2C(=O)O 5-chloro-1H-pyrrolo[2,3-c]pyridine-3-carboxylic acid